C(C)(C)(C)[Si](OC[C@@H]1[C@H]([C@H](CO1)OS(=O)(=O)C(F)(F)F)OS(=O)(=O)C(F)(F)F)(C)C 1,4-Anhydro-5-O-[tert-butyl-(dimethyl)silyl]-2,3-bis-O-(trifluoromethanesulfonyl)-D-ribitol